2-bromo-5-(1-(2,6-dioxopiperidin-3-yl)-1H-imidazol-4-yl)phenyl sulfurofluoridate S(OC1=C(C=CC(=C1)C=1N=CN(C1)C1C(NC(CC1)=O)=O)Br)(=O)(=O)F